S(=O)(=O)(ON1[C@@H]2CC[C@H](N(C1=O)C2)C(NC(C2=CC(=C(C(=C2)F)F)F)=O)=N)O (2S,5R)-7-oxo-2-(N-(3,4,5-trifluorobenzoyl) carbamimidoyl)-1,6-diazabicyclo[3.2.1]octan-6-yl hydrogen sulfate